FC1=C(C(=O)NC=2C=CC(=NC2)C=2N=NN(C2NC(O[C@H](C)C=2C(=NC=C(C2)F)F)=O)C)C=C(C=N1)F (R)-1-(2,5-difluoropyridin-3-yl)ethyl (4-(5-(2,5-difluoronicotinamido)pyridin-2-yl)-1-methyl-1H-1,2,3-triazol-5-yl)carbamate